CSCCCCCC1=CC=CC=C1 (5-phenyl-n-amyl) methyl sulfide